(S)-(4-(difluoromethyl)-2-(2-hydroxypropan-2-yl)oxazol-5-yl)(4-(5-fluoro-4-methylbenzo[d]oxazol-2-yl)-6,7-dihydro-1H-imidazo[4,5-c]pyridin-5(4H)-yl)methanone FC(C=1N=C(OC1C(=O)N1[C@@H](C2=C(CC1)NC=N2)C=2OC1=C(N2)C(=C(C=C1)F)C)C(C)(C)O)F